1-methoxy-7-(3-(trifluoromethyl)-1H-pyrazol-4-yl)-8,9,10,11-tetrahydro-3H-pyrazolo[4,3-a]phenanthridine COC1=NNC=2C1=C1C=3CCCCC3C(=NC1=CC2)C=2C(=NNC2)C(F)(F)F